5-[4-[(E)-3-(3-Methoxyphenyl)prop-2-enoyl]phenyl]furan-2-carboxylic acid COC=1C=C(C=CC1)/C=C/C(=O)C1=CC=C(C=C1)C1=CC=C(O1)C(=O)O